C(C)O[C@H]1CC[C@H](CC1)NC=1N=CC2=C(N1)NC=C2C2=CC=1N(C=C2)N=CC1C(=O)NC1CCN(CC1)C 5-(2-((cis-4-ethoxycyclohexyl)amino)-7H-pyrrolo[2,3-d]pyrimidin-5-yl)-N-(1-methylpiperidin-4-yl)pyrazolo[1,5-a]pyridine-3-carboxamide